tert-butyl (7-bromo-[1,2,4]triazolo[1,5-a]pyridin-2-yl)(tertbutoxycarbonyl)carbamate BrC1=CC=2N(C=C1)N=C(N2)N(C(OC(C)(C)C)=O)C(=O)OC(C)(C)C